BrC=1C=C2C(=CNC2=CC1F)C(C(CO[Si](C1=CC=CC=C1)(C1=CC=CC=C1)C(C)(C)C)(C)C)=O 1-(5-bromo-6-fluoro-1H-indol-3-yl)-3-((tert-butyldiphenylsilyl)oxy)-2,2-dimethylpropan-1-one